4-methyl-3-(morpholinomethyl)-5-(trifluoromethoxy)aniline CC1=C(C=C(N)C=C1OC(F)(F)F)CN1CCOCC1